C1(CCCC1)N1N=CC(=C1)I Cyclopentyl-4-iodo-1H-pyrazole